2-(4-(naphthalen-2-yl)phenyl)-4-phenyl-6-(3-(4,4,5,5-tetramethyl-1,3,2-dioxaborolan-2-yl)phenyl)-1,3,5-triazine C1=C(C=CC2=CC=CC=C12)C1=CC=C(C=C1)C1=NC(=NC(=N1)C1=CC=CC=C1)C1=CC(=CC=C1)B1OC(C(O1)(C)C)(C)C